BrC1=CC(=C(N)C=C1)C1CC1 4-bromo-2-cyclopropylaniline